4-(5-[2-(methylamino)quinazolin-6-yl]thiophen-2-ylmethyl)-2,4-dihydro-3H-1,2,4-triazol-3-one hydrochloride Cl.CNC1=NC2=CC=C(C=C2C=N1)C1=CC=C(S1)CN1C(NN=C1)=O